ClC1=NC=C(C(=N1)NC=1C=C2C=C(C(N(C2=CC1)C)=O)OCC(=O)NC)Cl 2-((6-((2,5-Dichloropyrimidin-4-yl)amino)-1-methyl-2-oxo-1,2-dihydroquinolin-3-yl)oxy)-N-methylacetamide